(4R)-2-{[(2S)-1,4-dioxan-2-yl]methyl}-4-methyl-N-[(1,3-oxazol-2-yl)methyl]-8-(trifluoromethyl)-4,5-dihydro-2H-furo[2,3-g]indazole-7-carboxamide O1[C@H](COCC1)CN1N=C2C3=C(C[C@H](C2=C1)C)OC(=C3C(F)(F)F)C(=O)NCC=3OC=CN3